C(C)(C)(C)OC(=O)N1C[C@H](CC1)[C@@H](C(=O)OC(C)(C)C)C([2H])([2H])C1=CC(=CC=C1)OCCNC(=O)OCC1=CC=CC=C1 (3R)-3-[(2S)-3-[3-(2-{[(benzyloxy)carbonyl]amino}ethoxy)phenyl]-1-(tert-butoxy)-1-oxo(3,3-2H2)propan-2-yl]pyrrolidine-1-carboxylic acid tert-butyl ester